N[C@@H](CC(=O)[O-])C=1C=C(C=C(C1F)C)C1=C(C=C(C=C1C)F)C (S)-3-amino-3-(4,4'-difluoro-2',5,6'-trimethyl-[1,1'-biphenyl]-3-yl)propionate